4-((2-(cyclopropylmethyl)-4-(3-((3,3-difluorocyclobutyl)ethynyl)phenyl)-1H-pyrrol-3-yl)methyl)-2-fluorobenzenesulfonamide C1(CC1)CC=1NC=C(C1CC1=CC(=C(C=C1)S(=O)(=O)N)F)C1=CC(=CC=C1)C#CC1CC(C1)(F)F